1-((3-((4-fluorobenzyl)oxy)prop-1-en-2-yl)oxy)pyridin FC1=CC=C(COCC(=C)ON2CC=CC=C2)C=C1